FC1=NC(=C2N=CN(C2=N1)C1OCCC1)NCC1=CC(=C(C=C1)O)O 2-fluoro-6-[(3,4-dihydroxybenzyl)amino]-9-(tetrahydrofuran-2-yl)-9H-purine